NC1=C(C(C(O1)([2H])C1=CC=C(C(=O)OC)C=C1)=O)OS(=O)(=O)C([2H])([2H])C1=C(C(=C(C(=C1[2H])[2H])[2H])[2H])[2H] methyl 4-(5-amino-3-oxo-4-((((phenyl-d5)methyl-d2)sulfonyl)oxy)-2,3-dihydrofuran-2-yl-2-d)benzoate